(R)-(6-(4-(5-fluoro-2-(tetrahydro-2H-pyran-4-yl)phenyl)piperidin-1-yl)-2-azaspiro[3.4]oct-2-yl)(1-fluorocyclopropyl)methanone FC=1C=CC(=C(C1)C1CCN(CC1)[C@H]1CC2(CN(C2)C(=O)C2(CC2)F)CC1)C1CCOCC1